O(C1=CC=CC=C1)C1=CC=C(C=C1)N1N=C2C(NCC[C@H]2N2CCN(C3(CC3)C2)C(C=C)=O)=C1C(=O)N (7R)-2-(4-phenoxyphenyl)-7-[4-(prop-2-enoyl)-4,7-diazaspiro[2.5]octan-7-yl]-4,5,6,7-tetrahydro-2H-pyrazolo[4,3-b]pyridine-3-carboxamide